ethyl-2-(4-chlorophenyl)-1,3-dioxo-2,3-dihydroimidazo[1,5-a]quinoline C(C)C=1C2N(C3=CC=CC=C3C1)C(N(C2=O)C2=CC=C(C=C2)Cl)=O